(4-(benzo[d][1,3]dioxol-5-yl)-5-isobutylthiazol-2-yl)acetamide O1COC2=C1C=CC(=C2)C=2N=C(SC2CC(C)C)CC(=O)N